NC1=CC(=C2C(=N1)C=C(S2)C2=CC=NN2)N[C@H](CO)C (S)-2-((5-amino-2-(1H-pyrazol-5-yl)thieno[3,2-b]pyridin-7-yl)amino)propanol